(2S)-N-{4-[7-{[(2S)-1,4-dioxan-2-yl]methoxy}-5-fluoro-3-(pyridin-2-yl)-1H-pyrrolo[3,2-b]pyridin-2-yl]pyridin-2-yl}-4,4-difluoro-2-(4-fluorophenyl)butanamide O1[C@@H](COCC1)COC1=C2C(=NC(=C1)F)C(=C(N2)C2=CC(=NC=C2)NC([C@@H](CC(F)F)C2=CC=C(C=C2)F)=O)C2=NC=CC=C2